O1,O11-dibenzyl O11-(triazolo[4,5-b]pyridin-3-yl) rel-(11S)-docosane-1,11,11-tricarboxylate C(CCCCCCCCC[C@@](CCCCCCCCCCC)(C(=O)OCC1=CC=CC=C1)C(=O)ON1N=NC=2C1=NC=CC2)C(=O)OCC2=CC=CC=C2 |o1:10|